1-(5-nitropyrimidin-2-yl)azetidin-3-ol [N+](=O)([O-])C=1C=NC(=NC1)N1CC(C1)O